(S)-1-tosyl-3-((1-(trifluoromethyl)cyclobutyl)methyl)-2,3-dihydroquinolin S(=O)(=O)(C1=CC=C(C)C=C1)N1C[C@@H](CC2=CC=CC=C12)CC1(CCC1)C(F)(F)F